C(#N)C=1C=C(C=NC1OC)NC(=O)NC=1C=NC=2N(C1[C@H](C)OC)N=C(C2)C (S)-1-(5-cyano-6-methoxypyridin-3-yl)-3-(7-(1-methoxyethyl)-2-methylpyrazolo[1,5-a]pyrimidin-6-yl)urea